heptafluoro-tertiary butanol FCC(C(F)(F)F)(C(F)(F)F)O